4-[4-cyano-3-hydroxy-7-(3-methoxy-phenyl)-quinolin-2-yl]-4-oxo-butyric acid ethyl ester C(C)OC(CCC(=O)C1=NC2=CC(=CC=C2C(=C1O)C#N)C1=CC(=CC=C1)OC)=O